5-chloro-2-({[(pyridin-2-yl)methyl]amino}methyl)-7,8-dihydro-6H-spiro[[1,3]oxazolo[5,4-f]quinazoline-9,1'-cyclohexan]-7-one ClC=1C=C2C(=C3C1NC(NC31CCCCC1)=O)OC(=N2)CNCC2=NC=CC=C2